CN(CCC1=CC=C(C=C1)NC(C1=CC(=C(C=C1)C)NC1=NC=CC(=N1)C=1C=NC=CC1)=O)C N-[4-(2-Dimethylamino-ethyl)-phenyl]-4-methyl-3-(4-pyridin-3-yl-pyrimidin-2-ylamino)-benzamide